(+/-)-tert-butyl (3S,4R)-4-((2-carbonothioyl-1-(2,2,2-trifluoroethyl)-1H-indol-4-yl)amino)-3-fluoropiperidine-1-carboxylate C(=S)=C1N(C2=CC=CC(=C2C1)N[C@H]1[C@H](CN(CC1)C(=O)OC(C)(C)C)F)CC(F)(F)F |r|